6-([1,2,4]triazolo[1,5-a]pyridin-6-yl)-4-bromo-3-(2-chloro-5-fluorophenyl)-2-(4-methoxyphenylmethyl)isoindolin-1-one N=1C=NN2C1C=CC(=C2)C2=CC(=C1C(N(C(C1=C2)=O)CC2=CC=C(C=C2)OC)C2=C(C=CC(=C2)F)Cl)Br